4-[5-(2-aminoethyl)pyrimidin-2-yl]-3-[2-methyl-6-(oxetan-3-yloxy)pyrimidin-4-yl]oxybenzonitrile NCCC=1C=NC(=NC1)C1=C(C=C(C#N)C=C1)OC1=NC(=NC(=C1)OC1COC1)C